4-(5-(2-(4,4-Difluoropiperidin-1-yl)-6-methylpyrimidin-4-yl)-1,3,4-oxadiazol-2-yl)-N-(2-hydroxyethyl)-3-(6-azaspiro[2.5]octan-6-yl)benzenesulfonamide FC1(CCN(CC1)C1=NC(=CC(=N1)C1=NN=C(O1)C1=C(C=C(C=C1)S(=O)(=O)NCCO)N1CCC2(CC2)CC1)C)F